C(#N)C1=CC=C(OC(C(=O)NC=2SC3=C(N2)C=CC(=C3)OC)C3=CC=C(C=C3)S(=O)(=O)CC)C=C1 2-(4-cyanophenoxy)-2-[4-(ethylsulfonyl)phenyl]-N-(6-methoxybenzothiazol-2-yl)acetamide